FC1=CC=C(CN2C(=NC3=C2C=CC=C3)N3C[C@H](CCC3)N)C=C1 (S)-1-(1-(4-fluorobenzyl)-1H-benzo[d]imidazol-2-yl)piperidin-3-amine